Nα-acetyl-L-glutamine C(C)(=O)N[C@@H](CCC(N)=O)C(=O)O